butyl-(S)-3-(((3aR,4S,6R,6aS)-6-(5-bromo-4-chloro-7H-pyrrolo[2,3-d]pyrimidin-7-yl)-2,2-dimethyltetrahydro-4H-cyclopenta[d][1,3]dioxole-4-carboxamido)methyl)piperidine-1-carboxylate C(CCC)OC(=O)N1C[C@@H](CCC1)CNC(=O)[C@H]1C[C@H]([C@@H]2OC(O[C@@H]21)(C)C)N2C=C(C1=C2N=CN=C1Cl)Br